2-methoxy-10H-tribenzo[b,e,g][1,4]selenazocine COC=1C=CC2=C(C3=C(NC4=C([Se]2)C=CC=C4)C=CC=C3)C1